ClC=1OC(=CN1)C1=NC=C(C=C1)C(F)(F)F chloro-5-(5-(trifluoromethyl)pyridin-2-yl)oxazole